BrC=1C=C2C(N(C=NC2=CC1)CC#C)=O 6-bromo-3-(prop-2-yn-1-yl)quinazolin-4(3H)-one